(racemic)-cis-1-tert-butoxycarbonylamino-indan-2-carboxylic acid C(C)(C)(C)OC(=O)N[C@H]1[C@H](CC2=CC=CC=C12)C(=O)O |r|